CNC(C1=NC=C(C=C1)N1CCC(CC1)N1CC(CC1)C1=NC2=CC=CC=C2C(N1)=O)=O N-methyl-5-(4-(3-(4-oxo-3,4-dihydro-quinazolin-2-yl)pyrrolidin-1-yl)piperidin-1-yl)picolinamide